C=1(C(=CC=C2C3=CC=CC=C3C12)P(O)O)P(O)O.OC([C@H](CO)NC(CCCCCCC\C=C/CCCCCCCC)=O)C1=CC=CC=C1 N-((2S)-1,3-dihydroxy-1-phenylpropan-2-yl)oleamide biphenylenediphosphonite